NC=1C=C(N(N1)C)C(=O)OC methyl 5-amino-2-methylpyrazole-3-carboxylate